C(C)(C)(C)S(=O)(=O)N (R)-(+)-tertbutylsulfonamide